FC(C[Sn](OC(C)(C)C)(OC(C)(C)C)OC(C)(C)C)(F)F trifluoroethyltri(t-butyloxy)Tin